[(3R,9aS)-3-(3-chloro-4-fluoro-phenyl)-3,4,6,7,9,9a-hexahydro-1H-pyrazino[2,1-c][1,4]oxazin-8-yl]-[2-chloro-3-(3-hydroxyazetidin-1-yl)phenyl]methanone ClC=1C=C(C=CC1F)[C@@H]1CN2[C@H](CO1)CN(CC2)C(=O)C2=C(C(=CC=C2)N2CC(C2)O)Cl